ClC=1C2=C(N=C(N1)SC)SC(=C2)C 4-chloro-6-methyl-2-(methylthio)thieno[2,3-d]pyrimidine